4-(benzyloxy)-8-(1-((2-(trimethylsilyl)ethoxy)methyl)-1H-pyrazol-4-yl)-3,4-dihydro-1H,6H-pyrano[4,3-b]thieno[3,2-d]pyran-6-one C(C1=CC=CC=C1)OC1COCC2=C1OC(C1=C2C=C(S1)C=1C=NN(C1)COCC[Si](C)(C)C)=O